(S)-(4-(2-((2-amino-4,5,6,7-tetrahydrobenzo[d]thiazol-6-yl)(propyl)amino)ethyl)piperidin-1-yl)(3-chloro-4-fluorophenyl)methanone NC=1SC2=C(N1)CC[C@@H](C2)N(CCC2CCN(CC2)C(=O)C2=CC(=C(C=C2)F)Cl)CCC